ClC=1C(=NC(=NC1)NC1=CC(=NC=C1)OC)C1=CC=C2CN(C(C2=C1)=O)[C@@H](C(=O)N[C@H](C)C1=CC(=CC(=C1)N1CCN(CC1)C)F)C (2R)-2-(6-{5-chloro-2-[(2-methoxypyridin-4-yl)amino]pyrimidin-4-yl}-1-oxo-2,3-dihydro-1H-isoindol-2-yl)-N-[(1R)-1-[3-fluoro-5-(4-methylpiperazin-1-yl)phenyl]ethyl]propanamide